C(C)OC(CCC(=O)C1=NC(=CC(=C1O)C#N)CC1=CC(=CC=C1)C(F)(F)F)=O 4-[4-Cyano-3-hydroxy-6-(3-trifluoromethyl-benzyl)-pyridin-2-yl]-4-oxo-butyric acid ethyl ester